CC=1C=2N(C=C(C1)C1=CC=C(C=C1)S(=O)(=O)N1CCC(CC1)NC1=NC=CC(=C1)OC(F)(F)F)C(=CN2)C(C)C N-(1-{4-[8-methyl-3-(propan-2-yl)imidazo[1,2-a]pyridin-6-yl]benzenesulfonyl}piperidin-4-yl)-4-(trifluoromethoxy)pyridin-2-amine